3-((3-(tert-butyl)-1-methyl-1H-pyrazol-5-yl)carbamoyl)-4,7-dihydrothieno[2,3-c]pyridine-6(5H)-carboxylic acid tert-butyl ester C(C)(C)(C)OC(=O)N1CC2=C(CC1)C(=CS2)C(NC2=CC(=NN2C)C(C)(C)C)=O